C(=O)C1(CC(N)=CC=C1)C(C)=O 3-formyl-(3-acetyl)aniline